C(C)OC[C@H]1N(C2=CC=CC(=C2C1)F)C(=O)OC(C)(C)C (S)-tert-butyl 2-(ethoxymethyl)-4-fluoroindoline-1-carboxylate